C1(=C(NC(=O)N1)O)NC(=O)N The molecule is an imidazolidinone that is imidazolin-2-one substituted at positions 4 and 5 by hydroxy and ureido groups respectively. It is a member of ureas and an imidazolidinone. It derives from a hydantoin. It is a tautomer of an allantoin.